9-((1s,4s)-4-(aminomethyl)cyclohexyl)-N-(2-fluoro-5-(trifluoromethyl)phenyl)-2-(pyrrolidin-1-yl)-9H-purin-8-amine NCC1CCC(CC1)N1C2=NC(=NC=C2N=C1NC1=C(C=CC(=C1)C(F)(F)F)F)N1CCCC1